5-ethyl-2-(5-isopropyl-5-methyl-4-oxo-4,5-dihydro-1H-imidazol-2-yl)-N-phenyl-nicotinamide C(C)C=1C=NC(=C(C(=O)NC2=CC=CC=C2)C1)C=1NC(C(N1)=O)(C)C(C)C